ethyl-2,2-difluoro-2-(4-(4-((trans-4-((5-(trifluoromethyl)pyridin-2-yl)amino)cyclohexyl)sulfonyl)phenyl)pyridin-2-yl)ethan-1-ol C(C)C(C(C1=NC=CC(=C1)C1=CC=C(C=C1)S(=O)(=O)[C@@H]1CC[C@H](CC1)NC1=NC=C(C=C1)C(F)(F)F)(F)F)O